FC(C1=NC(=NC(=N1)C(F)F)N1[C@H](C=2NC3=CC=C(C=C3C2CC1)N1N=CC=N1)CC1COCOC1)F (1S)-2-[4,6-bis(difluoromethyl)-1,3,5-triazin-2-yl]-1-[(1,3-dioxan-5-yl)methyl]-6-(2H-1,2,3-triazol-2-yl)-2,3,4,9-tetrahydro-1H-pyrido[3,4-b]indole